2-(2,6-dimethoxyphenoxy)-1-(3,4-dimethoxyphenyl)ethanone COC1=C(OCC(=O)C2=CC(=C(C=C2)OC)OC)C(=CC=C1)OC